2-(3-(7,7-dimethyl-2-((S)-2-methylazetidin-1-yl)-5,7-dihydrofuro[3,4-d]pyrimidin-4-yl)-3-azabicyclo[3.1.1]heptan-6-yl)acetic acid CC1(OCC2=C1N=C(N=C2N2CC1C(C(C2)C1)CC(=O)O)N1[C@H](CC1)C)C